OC1=C(C(=CC(=C1)O)OCC1=NC=CC=C1)C(=O)N1CC2=C(C=CC=C2CC1)N[C@H]1COCC1 (R)-(2,4-dihydroxy-6-(pyridin-2-ylmethoxy)phenyl)(8-((tetrahydrofuran-3-yl)amino)-3,4-dihydroisoquinolin-2(1H)-yl)methanone